2-(4-(2-(3,4-dimethoxyphenyl)-3-(2,2,2-trifluoroethyl)-1H-indol-5-yl)piperidin-1-yl)-N-(3-(dimethylamino)propyl)-N-methylacetamide COC=1C=C(C=CC1OC)C=1NC2=CC=C(C=C2C1CC(F)(F)F)C1CCN(CC1)CC(=O)N(C)CCCN(C)C